C(C)O[Si](CCCSSCCC[Si](OCC)(OCC)OCC)(OCC)OCC bis{3-(triethoxysilyl)propyl} disulfide